(R)-(2-(benzyloxy)-4,6-dihydroxyphenyl)(6-(2-(dimethylamino)ethoxy)-8-((tetrahydrofuran-3-yl)amino)-3,4-dihydroisoquinolin-2(1H)-yl)methanone C(C1=CC=CC=C1)OC1=C(C(=CC(=C1)O)O)C(=O)N1CC2=C(C=C(C=C2CC1)OCCN(C)C)N[C@H]1COCC1